C(C)(C)ON=C(COC1=CC(=NN1C)C(F)F)C1=CC=CC=C1 2-((3-(difluoromethyl)-1-methyl-1H-pyrazol-5-yl)oxy)-1-phenylethan-1-one-O-isopropyl oxime